C(C1=CC=CC=C1)(=O)ON=C(C=O)C 1,2-propanedione-2-(O-benzoyloxime)